Methyl 7-fluoro-2,2,4-trimethyl-3-oxo-3,4-dihydro-2H-benzo[b][1,4]oxazine-6-carboxylate FC=1C(=CC2=C(OC(C(N2C)=O)(C)C)C1)C(=O)OC